BrC1=CC=CC2=C1SC1=C2C=CC=C1 4-bromodibenzo-[b,d]thiophene